[N+](=O)([O-])C=1C(=NC(=CC1)N1N=CC=C1)NC=1C=CC(=NC1)NC(=O)C1CCC(CC1)C(=O)OC methyl (1r,4r)-4-((5-((3-nitro-6-(1H-pyrazol-1-yl)pyridin-2-yl)amino)pyridin-2-yl)carbamoyl)cyclohexane-1-carboxylate